methyl-N-[2-[(1,4-dimethyl-5-phenyl-pyrazol-3-yl)oxyl-methyl]phenyl]-N-methoxy-carbamate COC(N(OC)C1=C(C=CC=C1)COC1=NN(C(=C1C)C1=CC=CC=C1)C)=O